N[C@@H](C(C)C)C(=O)N1[C@@H](C[C@H](C1)O)C(=O)N[C@@H](CO)C1=CC=C(C=C1)C1=NC=CN=C1 (2S,4R)-1-(L-valyl)-4-hydroxy-N-((R)-2-hydroxy-1-(4-(pyrazin-2-yl)phenyl)ethyl)pyrrolidine-2-carboxamide